4-(but-3-en-1-yloxy)-6-methoxypyrimidine-5-carboxylic acid C(CC=C)OC1=NC=NC(=C1C(=O)O)OC